6-((7-oxo-9-(trifluoromethyl)-7H-pyrimido[5',4':3,4]cyclopenta[1,2-c]quinolin-2-yl)amino)nicotinonitrile O=C1C2=C(C3=C1C=NC1=CC=C(C=C31)NC3=NC=C(C#N)C=C3)C=NC(=N2)C(F)(F)F